6-[4-fluoro-2-(1-methylpiperidin-4-yl)-1,3-benzothiazol-6-yl]-2-methylimidazo[1,2-b]pyridazine FC1=CC(=CC2=C1N=C(S2)C2CCN(CC2)C)C=2C=CC=1N(N2)C=C(N1)C